CN(S(=O)(=O)N[C@@H]1[C@@H](N(CC1(F)F)C(=O)N(C)C)CC=1C(=C(C=CC1)C1=CC(=CC=C1)C)F)C (2S,3R)-3-[(dimethylsulfamoyl)amino]-4,4-difluoro-2-[(2-fluoro-3'-methyl[1,1'-biphenyl]-3-yl)methyl]-N,N-dimethylpyrrolidine-1-carboxamide